5-[[4-[[(1S)-2-hydroxy-1-phenyl-ethyl]amino]-5-(3-methyl-1,2,4-oxadiazol-5-yl)pyrimidin-2-yl]amino]isoindolin-1-one OC[C@H](C1=CC=CC=C1)NC1=NC(=NC=C1C1=NC(=NO1)C)NC=1C=C2CNC(C2=CC1)=O